N,N'-Di-2-naphthyl-p-phenylendiamin C1=C(C=CC2=CC=CC=C12)NC1=CC=C(C=C1)NC1=CC2=CC=CC=C2C=C1